9,9-bis(3-methoxy-4-aminophenyl)fluorene COC=1C=C(C=CC1N)C1(C2=CC=CC=C2C=2C=CC=CC12)C1=CC(=C(C=C1)N)OC